F[B-](F)(F)F.C[N+]1(CCCCC1)CCC methyl-propyl-piperidinium tetrafluoroborate